(R)-2'-chloro-5'-(difluoromethoxy)-6-methyl-N-(5-((tetrahydrofuran-3-yl)methoxy)-1,3,4-thiadiazol-2-yl)-(4,4'-bipyridyl)-3-carboxamide ClC1=NC=C(C(=C1)C1=C(C=NC(=C1)C)C(=O)NC=1SC(=NN1)OC[C@H]1COCC1)OC(F)F